C(C)OC(=O)C1=NN(N=C1)C1=C(C=C(C=C1)Cl)F.ClC1=CC(=C(C=C1)N1N=CC(=N1)C(=O)O)F 2-(4-chloro-2-fluorophenyl)-2H-1,2,3-triazole-4-carboxylic acid Ethyl-2-(4-chloro-2-fluorophenyl)-2H-1,2,3-triazole-4-carboxylate